(4-methylpent-1-yn-1-yl)phenyl-urea CC(CC#CN(C(=O)N)C1=CC=CC=C1)C